FC(C1CCC(CC1)C(C)=O)(F)F 1-(4-(trifluoromethyl)cyclohexyl)ethan-1-one